5-(2-oxo-2-phenylethoxy)-1(2H)-isoquinolone O=C(COC1=C2C=CNC(C2=CC=C1)=O)C1=CC=CC=C1